5'-chloro-7'-oxo-7',8'-dihydro-6'H-spiro[cyclohexane-1,9'-furo[2,3-f]quinazoline]-2'-carboxamide ClC=1C=C2C(=C3C4(NC(NC13)=O)CCCCC4)OC(=C2)C(=O)N